N-(1,3-benzodioxol-5-yl)-3-[4-chloro-5-methyl-3-(trifluoromethyl)pyrazol-1-yl]-N-methyl-benzamide O1COC2=C1C=CC(=C2)N(C(C2=CC(=CC=C2)N2N=C(C(=C2C)Cl)C(F)(F)F)=O)C